5-[2-(cyclopropylmethylamino)-5-ethyl-sulfonylphenyl]-3-(dimethylamino)-1-methylpyridin-2-one C1(CC1)CNC1=C(C=C(C=C1)S(=O)(=O)CC)C=1C=C(C(N(C1)C)=O)N(C)C